OC1=C(C=CC=C1OC)OC 4-hydroxy-3,5-dimethoxybenzene